gold tritide [Au]([3H])([3H])[3H]